C(CCCC#C)(=O)OC(CCOC(CCCC#C)=O)C methylpropane-1,3-diyl bis(hex-5-ynoate)